OC1=C(C=C(C=C1C)C=1SC(=CN1)CNC(=O)C1=CC2=C(OC3=C(C(N2)=O)C=CC=C3)C=C1)C N-((2-(4-hydroxy-3,5-dimethylphenyl)thiazol-5-yl)methyl)-11-oxo-10,11-dihydrodibenzo[b,f][1,4]oxazepine-8-carboxamide